2-(4-(4-acetylpiperazin-1-yl)phenylamino)-4-(tert-butylamino)pyrimidine-5-carboxamide C(C)(=O)N1CCN(CC1)C1=CC=C(C=C1)NC1=NC=C(C(=N1)NC(C)(C)C)C(=O)N